6-bromoisoindolin BrC1=CC=C2CNCC2=C1